N-methyl-1-(6-methyl-4-(trifluoromethyl)pyridin-2-yl)-2,3-dihydro-1H-pyrrolo[3,2-b]pyridine-2-carboxamide CNC(=O)C1CC2=NC=CC=C2N1C1=NC(=CC(=C1)C(F)(F)F)C